C(C=C)C=1C=C(C(NC1C(F)(F)F)=O)C(=O)NC1C2=CC=C(C=C2OC=2C=CC=C(C12)Cl)Cl 5-allyl-N-(1,6-dichloro-9H-xanthen-9-yl)-2-oxo-6-(trifluoromethyl)-1,2-dihydropyridine-3-carboxamide